ClC=1SC2=C(N1)C=CC(=C2C(=O)O)OC 2-chloro-6-methoxybenzo[d]thiazole-7-carboxylic acid